C(C)C1=NC(=CC=C1NC1=NC=C(C(=N1)C1=CC=2S(CCOC3(C2S1)CC3)(=O)=O)C(F)(F)F)N3C[C@H](NCC3)C (R)-7'-(2-((2-ethyl-6-(3-methylpiperazin-1-yl)pyridin-3-yl)amino)-5-(trifluoromethyl)pyrimidin-4-yl)-2',3'-dihydrospiro[cyclopropane-1,5'-thieno[3,2-e][1,4]oxathiepine] 1',1'-dioxide